CC=1C=C(C=C(C1)C)C=1N=CC=C2C1SC(=C2)B2OC(C(O2)(C)C)(C)C 7-(3,5-dimethylphenyl)-2-(4,4,5,5-tetramethyl-1,3,2-dioxaborolan-2-yl)thieno[2,3-c]pyridine